COC(C1=C(C=C2CCCN(C2=N1)C(=O)OC1=CC=CC=C1)CN1C(OC[C@@H]1C)=C=O)OC phenyl (S)-7-(dimethoxymethyl)-6-((4-methyl-2-carbonyloxazolidin-3-yl) methyl)-3,4-dihydro-1,8-naphthyridine-1(2H)-carboxylate